4-(pyrrolidin-3-yl)pyridin-2-amine N1CC(CC1)C1=CC(=NC=C1)N